CC=1C=C(C=CC1OC1=NC=CC=C1)C1=NOC(=N1)C=C(C(=O)O)C (3-(3-methyl-4-(pyridin-2-yloxy)phenyl)-1,2,4-oxadiazol-5-yl)methacrylic acid